ClCCC(=C(C1=CC=C(C=C1)O)C1=CC=C(C=C1)N1CCC(CC1)CN1C2CN(CC1C2)C=2C=C1C(N(C(C1=CC2)=O)C2C(NC(CC2)=O)=O)=O)C2=CC=C(C=C2)O 5-(6-((1-(4-(4-chloro-1,2-bis(4-hydroxyphenyl)but-1-en-1-yl)phenyl)piperidin-4-yl)methyl)-3,6-diazabicyclo[3.1.1]heptan-3-yl)-2-(2,6-dioxopiperidin-3-yl)isoindoline-1,3-dione